1-(p-methanesulfonylphenyl)-3-(p-chlorophenyl)pyrazoline CS(=O)(=O)C1=CC=C(C=C1)N1NC(=CC1)C1=CC=C(C=C1)Cl